CC(C)(C)[S@](=O)N=C1CCC12CCN(CC2)CCC2=CC=CC=C2 (S)-2-methyl-N-(7-phenethyl-7-azaspiro[3.5]nonan-1-ylidene)propane-2-sulfinamide